C(C)(C)C(CC)CC 2-isopropyl-1,3-dimethylpropane